C1CCC2=C(C=3CCCC3C=C12)NC(=O)N=[S@](=O)(N)C1=CC(=CC=C1)CN1CCOCC1 (R)-N'-((1,2,3,5,6,7-hexahydro-s-indacen-4-yl)carbamoyl)-3-(morpholinomethyl)benzenesulfonimidamide